C(#N)[C@H]1[C@H]2CN(C[C@@H](C1)N2C(C)(C)C2=CC=CC=C2)C(=O)OC(C)(C)C tert-butyl (1R-5S,6R)-6-cyano-8-(2-phenylpropan-2-yl)-3,8-diazabicyclo[3.2.1]octane-3-carboxylate